C(C)(=O)C=1C(=NC(=C(N1)C1=C(C(=CC=C1)Cl)Cl)C)N1CCC2(CCC[C@H]2NC(OC(C)(C)C)=O)CC1 tert-butyl (R)-(8-(3-acetyl-5-(2,3-dichlorophenyl)-6-methylpyrazin-2-yl)-8-azaspiro[4.5]decan-1-yl)carbamate